NCC(=O)N[C@@H](CC1=CC=CC=C1)C(=O)C1=C2C(=C(C(OC2=CC=C1)=O)F)N glycylphenylalanyl-aminofluorocoumarin